3-(4-(5-Chloro-2-((1-(tetrahydro-2H-pyran-4-yl)-1H-pyrazol-4-yl)amino)pyrimidin-4-yl)-2-fluorophenoxy)-2,2-dimethylpropanenitrile ClC=1C(=NC(=NC1)NC=1C=NN(C1)C1CCOCC1)C1=CC(=C(OCC(C#N)(C)C)C=C1)F